tert-butyl 3-(5-(3-cyano-6-(2-hydroxy-2-methyl-propoxy)pyrazolo[1,5-a]pyridine-4-yl)pyridine-2-yl)-3,6-diazabicyclo[3.1.1]heptane-6-carboxylate C(#N)C=1C=NN2C1C(=CC(=C2)OCC(C)(C)O)C=2C=CC(=NC2)N2CC1N(C(C2)C1)C(=O)OC(C)(C)C